CN(C1=CC(=C(C=C1)OC)NC([C@@H](NC(C1=CC=CC=C1)=O)CC(C)C)=O)C=1C(OC2=CC=CC=C2C1)=O (N-methyl-N-(3-(N-benzoyl-L-leucylamino)-4-methoxyphenyl)-amino)coumarin